Iodochlorohydroxychinolin IC1=C(C(=NC2=CC=CC=C12)O)Cl